1,2,3-triisopropylguanidine C(C)(C)NC(=NC(C)C)NC(C)C